FC(OC=1C=C(C=CC1F)C=1C=C2C(=NC1)C=NN2CC2=NC=NC(=C2)OC)F 6-[3-(Difluoromethoxy)-4-fluoro-phenyl]-1-[(6-methoxypyrimidin-4-yl)methyl]pyrazolo[4,3-b]pyridine